CN(C1CCN(CC1)C(=O)OC(C)(C)C)C=1N=NC(=CC1)C=1C=CC(=C2C=NNC12)C=1C=NN(C1)C tert-butyl 4-[methyl({6-[4-(1-methylpyrazol-4-yl)-1H-indazol-7-yl]pyridazin-3-yl})amino]piperidine-1-carboxylate